2-Chloro-N-(4-(5-methyl-3-(trifluoromethyl)-1H-pyrazol-1-yl)benzyl)-5-nitropyrimidin-4-amine ClC1=NC=C(C(=N1)NCC1=CC=C(C=C1)N1N=C(C=C1C)C(F)(F)F)[N+](=O)[O-]